BrCCCCCCCCCNC=1C=C2C(N(C(C2=CC1F)=O)C1C(NC(CC1)=O)=O)=O 5-((9-bromononyl)amino)-2-(2,6-dioxopiperidin-3-yl)-6-fluoroisoindoline-1,3-dione